(S)-7-chloro-1,2,3,9-tetrahydropyrrolo[2,1-b]quinazoline-1-carboxylate ClC1=CC=2CN3C(=NC2C=C1)CC[C@H]3C(=O)[O-]